O1CCOC12CCC(CC2)CCN2C(N(C=1N=CN(C1C2=O)C)C)=O 1-[2-(1,4-dioxaspiro[4.5]decan-8-yl)ethyl]-3,7-dimethylpurine-2,6-dione